ClC1=NC=CC(=C1C(F)F)CC(=O)OC methyl 2-[2-chloro-3-(difluoromethyl)pyridin-4-yl]acetate